P1(=O)(O[Se]O1)[O-] 5'-seleno phosphate